CC1=C(C=C(C=C1)C)N=C=O 2,5-dimethylphenyl isocyanate